tetraisononyl-pyromellitic acid C(CCCCCC(C)C)OC(C=1C(C(=O)OCCCCCCC(C)C)=CC(=C(C1)C(=O)OCCCCCCC(C)C)C(=O)OCCCCCCC(C)C)=O